C(=CC)C1OC(=O)C2=CC=CC=C12 n-propenyl-phthalide